N-[5-(2-Fluorophenyl)-1-(pyridine-3-sulfonyl)-1H-pyrrol-3-ylmethylene]-methylamine FC1=C(C=CC=C1)C1=CC(=CN1S(=O)(=O)C=1C=NC=CC1)C=NC